ethyl (S)-4-(4-fluoro-6-methoxy-5-(3-((6-methoxy-2-((S)-4-methoxy-3-methyl-4-oxobutanoyl) isoindolin-5-yl) oxy) propoxy) benzo[b]thiophen-2-yl)-2-methyl-4-oxobutanoate FC1=C(C(=CC=2SC(=CC21)C(C[C@@H](C(=O)OCC)C)=O)OC)OCCCOC=2C=C1CN(CC1=CC2OC)C(C[C@@H](C(=O)OC)C)=O